phenylbenzo[d]isoxazol C1(=CC=CC=C1)C1=NOC2=C1C=CC=C2